3-(2-naphthyl)aniline C1=C(C=CC2=CC=CC=C12)C=1C=C(N)C=CC1